(1S,2S)-N-(8-amino-7-fluoro-6-(4-methylpyridin-3-yl)isoquinolin-3-yl)-2-(1H-imidazol-5-yl)cyclopropane-1-carboxamide NC=1C(=C(C=C2C=C(N=CC12)NC(=O)[C@@H]1[C@H](C1)C1=CN=CN1)C=1C=NC=CC1C)F